CN(C1=CC=C(C=C1)NC(NC1=CC2=C(C3=C(O2)C=CC(=C3)S(=O)(=O)N[C@@H](C(=O)O)C(C)C)C=C1)=O)C (R)-2-(7-(3-(4-(dimethylamino)phenyl)ureido)dibenzo[b,d]furan-2-sulfonamido)-3-methyl-butanoic acid